1-amino-2-cyanobenzene NC1=C(C=CC=C1)C#N